ethyl 4-(cyclobutylamino)-2-(methylthio)pyrimidine-5-carboxylate C1(CCC1)NC1=NC(=NC=C1C(=O)OCC)SC